C12(CC(C1)C2)N(C2=CC=C(C=N2)C2=NN(C(C=C2)=O)CC(=O)NCC)C 2-(3-(6-(bicyclo[1.1.1]pentan-1-yl(methyl)amino)pyridin-3-yl)-6-oxopyridazin-1(6H)-yl)-N-ethylacetamide